7-[(acetoxy)carbamoyl]heptanoic acid tert-butyl ester C(C)(C)(C)OC(CCCCCCC(NOC(C)=O)=O)=O